C(C)(C)(C)OC(=O)NC(C(=O)[O-])C1=CC=C(C=C1)O 2-((tert-butoxycarbonyl)amino)-2-(4-hydroxyphenyl)acetate